COC1=C(C=CC=2OCOC21)CC(C)N 1-(4-methoxy-1,3-benzodioxol-5-yl)propan-2-amine